methyl-3-trifluoromethyl-4-pyrazolecarboxylic acid CC1=C(C(=NN1)C(F)(F)F)C(=O)O